CC1=C(C=CC=C1C)C1=C(C=C(C=C1)C(=O)N1[C@@H](C/C(/C1)=N/OC)CO)OC1COC1 (S,Z)-(2',3'-dimethyl-2-(oxetan-3-yloxy)-[1,1'-biphenyl]-4-yl)(2-(hydroxymethyl)-4-(methoxyimino)pyrrolidin-1-yl)methanone